1-(4-fluorophenyl)-2,3,3a,4,5,6,7,7a-octahydropyrrolo[3,2-c]pyridine FC1=CC=C(C=C1)N1CCC2CNCCC21